O1N=NC=C1.[Na].[Na] disodium oxadiazole